CC(CCCCCO)(C)O 6-methylheptane-1,6-diol